[N+](=O)([O-])C1(N=NN=N1)[N+](=O)[O-] dinitro-tetrazole